didecyldimethylammonium theobrominate N1C(=O)N(CC(=O)[O-])C=2N=CN(C)C2C1=O.C(CCCCCCCCC)[N+](C)(C)CCCCCCCCCC